2-methyl-6-(4'-(thiomorpholinomethyl)-[1,1'-biphenyl]-4-yl)-1H-benzo[d]imidazole-4-carboxylic acid CC1=NC2=C(N1)C=C(C=C2C(=O)O)C2=CC=C(C=C2)C2=CC=C(C=C2)CN2CCSCC2